5-((3R,5R)-1-[2-((S)-3,3-Difluoro-1-methyl-piperidin-4-yl)-acetyl]-5-methyl-piperidin-3-yl)-quinoline-8-carbonitrile FC1(CN(CC[C@H]1CC(=O)N1C[C@H](C[C@H](C1)C)C1=C2C=CC=NC2=C(C=C1)C#N)C)F